C1=CC=CC=2C3=CC=CC=C3C(C12)COC(=O)N[C@H](C(=O)N[C@H](C(=O)NCC(=O)O)C)C(C)C 2-[[(2S)-2-[[(2S)-2-(9H-fluoren-9-ylmethoxy-carbonylamino)-3-methyl-butyryl]amino]propionyl]amino]acetic acid